C1(=CC=CC=C1)C[C@H](C1(O[C@]2([C@@H]3C([C@H](C[C@H]2O1)C3)(C)C)C)B(O)O)NC(=O)N 1-[(1R)-2-phenyl-1-[(1S,2S,6R,8S)-2,9,9-trimethyl-3,5-dioxa-4-boronotricyclo[6.1.1.0[2,6]]dec-4-yl]ethyl]urea